(6-(5-(7-Ethyl-7H-imidazo[4,5-c]pyridazin-4-yl)-2-fluorophenyl)-7-methoxyimidazo[1,2-a]pyridin-2-yl)(pyrrolidin-1-yl)methanone C(C)N1C=NC2=C1N=NC=C2C=2C=CC(=C(C2)C=2C(=CC=1N(C2)C=C(N1)C(=O)N1CCCC1)OC)F